FC=1C=C2CC[C@@H](CC2=CC1)NC(=O)C=1N=NC(=C(C1)C)N1CCC(CC1)OC=1C=NC(=CC1)OC (S)-N-(6-fluoro-1,2,3,4-tetrahydronaphthalen-2-yl)-6-{4-[(6-methoxypyridin-3-yl)oxy]piperidin-1-yl}-5-methylpyridazine-3-carboxamide